6-(1-methyl-trans-propenyl)-4-(2,4-dihydroxy-6-methylbenzoyloxy)-2-hydroxy-3-methylbenzoic acid CC(=CC)C1=CC(=C(C(=C1C(=O)O)O)C)OC(C1=C(C=C(C=C1C)O)O)=O